tert-butyl (3R,4S)-4-((5-isopropoxy-6-(1-(tetrahydro-2H-pyran-2-yl)-1H-pyrazol-4-yl)-[1,2,4]triazolo[1,5-a]pyrazin-2-yl) (methyl) amino)-3-methylpiperidine-1-carboxylate C(C)(C)OC1=C(N=CC=2N1N=C(N2)N([C@@H]2[C@@H](CN(CC2)C(=O)OC(C)(C)C)C)C)C=2C=NN(C2)C2OCCCC2